O1C2=C(NCC1)C=C(C=C2)S(=O)(=O)N2CC1=C(C2)CN(C1)C(=O)[C@H]1COCCC1 (R)-(5-((3,4-dihydro-2H-benzo[b][1,4]oxazin-6-yl)sulfonyl)-3,4,5,6-tetrahydropyrrolo[3,4-c]pyrrol-2(1H)-yl)(tetrahydro-2H-pyran-3-yl)methanone